(2S,3R,4R)-3,4-Diamino-octadecane-1,2-diol-dihydrochloride Cl.Cl.N[C@@H]([C@@H](CO)O)[C@@H](CCCCCCCCCCCCCC)N